C(C)OC(=O)N1[C@@H](C[C@@H](C2=CC(=CC=C12)C(F)(F)F)NC1=NC=C(C(=N1)CC1=CC(=CC(=C1)C(F)(F)F)C(F)(F)F)O)CC (2R,4S)-4-{[3,5-bis(trifluoromethyl)benzyl]-(5-hydroxypyrimidin-2-yl)}amino-2-ethyl-6-trifluoromethyl-3,4-dihydroquinoline-1(2H)-carboxylic acid ethyl ester